(+/-)-ethyl 3-hydroxy-2-methylbutyrate CCOC(=O)C(C)C(C)O